FC1=C(OC=2C=NC=3CCN(CC3C2)C=2C(=CC=3N(N2)C=NN3)C)C=C(C=C1)F 3-(2,5-difluorophenoxy)-6-(7-methyl-[1,2,4]triazolo[4,3-b]pyridazin-6-yl)-5,6,7,8-tetrahydro-1,6-naphthyridine